CS(=O)(=O)OCC=1C=C2C(=NC1)C(=NN2C2CCCC2)Br (3-bromo-1-cyclopentyl-1H-pyrazolo[4,3-b]pyridin-6-yl)methyl methanesulfonate